C1(CC1)C=1C=C(C=C(C1)CN1C[C@H](N[C@H](C1)C)C)NC1=NC=C(C(=N1)C1=CNC2=CC(=CC=C12)C)C(F)(F)F N-(3-cyclopropyl-5-(((3R,5S)-3,5-dimethylpiperazine-1-yl)methyl)phenyl)-4-(6-methyl-1H-indole-3-yl)-5-(trifluoromethyl)pyrimidine-2-amine